N-((S)-(3-(1H-pyrazol-5-yl)phenyl)(6-fluoro-5-isopropylpyridin-2-yl)methyl)-4-fluoropyrrolidine-2-carboxamide N1N=CC=C1C=1C=C(C=CC1)[C@H](NC(=O)C1NCC(C1)F)C1=NC(=C(C=C1)C(C)C)F